1-(2,4-difluorophenyl)-4-(((2-methylbiphenyl-3-yl)methoxy)methyl)-1H-1,2,3-triazole FC1=C(C=CC(=C1)F)N1N=NC(=C1)COCC=1C(=C(C=CC1)C1=CC=CC=C1)C